1-(4-fluoro-2-hydroxy-3-methylphenyl)ethane-1-one FC1=C(C(=C(C=C1)C(C)=O)O)C